propanaminium fluoride [F-].C(CC)[NH3+]